(S)-quinuclidin-3-yl (5-(4-(tert-butyl)phenyl)-6-methoxy-2,2-dimethyl-2,3-dihydro-1H-inden-1-yl)carbamate C(C)(C)(C)C1=CC=C(C=C1)C=1C=C2CC(C(C2=CC1OC)NC(O[C@@H]1CN2CCC1CC2)=O)(C)C